O1C(=NC2=C1C=CC=C2)C2(CCN(CC2)C2=C(C(N(C1=CC=CC=C21)C)=O)C(=O)N)C 4-[4-(1,3-benzooxazol-2-yl)-4-methylpiperidin-1-yl]-1-methyl-2-oxo-1,2-dihydroquinoline-3-carboxamide